C(C)(C)(C)OC(=O)N1C[C@@H](N(CC1)CC=1OC(=NN1)C)C (S)-3-methyl-4-((5-methyl-1,3,4-oxadiazole-2-yl)methyl)piperazine-1-carboxylic acid tert-butyl ester